Cl.FC1=C(C=CC(=C1F)OC1=NC=CC=N1)C1=CN=C2N1C=CN=C2NC2=CC(=C(C(=O)NCCCNC(=O)C1CCNCC1)C=C2)CC N-(3-(4-((3-(2,3-difluoro-4-(pyrimidin-2-yloxy)phenyl)imidazo[1,2-a]pyrazin-8-yl)amino)-2-ethylbenzamido)propyl)piperidine-4-carboxamide hydrochloride